di(3-methyl-5-ethyl-phenyl)methane CC=1C=C(C=C(C1)CC)CC1=CC(=CC(=C1)CC)C